Cl.FC1=CC(=CC2=CN(N=C12)C)C=1C=C(C(=NC1)C1=CN=C(N=N1)N1C[C@@H](NCC1)C(C)C)O 5-(7-fluoro-2-methyl-2H-indazol-5-yl)-2-{3-[(3S)-3-(propan-2-yl)piperazin-1-yl]-1,2,4-triazin-6-yl}pyridin-3-ol hydrochloride